C(C=C)C=1C=C(N)C=CC1N1CCN(CC1)C 3-allyl-4-(4-methylpiperazin-1-yl)aniline